(octahydro-1H-4,7-methanoindene-2,5-diyl)bis(methylene)-bis(hepta-1,6-diene-2,4,4,6-tetracarboxylate) C1C(CC2C3C(CC(C12)C3)CC=C(CC(CC(=C)C(=O)[O-])(C(=O)[O-])C(=O)[O-])C(=O)[O-])CC=C(CC(CC(=C)C(=O)[O-])(C(=O)[O-])C(=O)[O-])C(=O)[O-]